CN(\C=C(\C(=O)OCC)/[N+]#[C-])C ethyl (2Z)-3-(dimethylamino)-2-isocyano-prop-2-enoate